1-[4-(6-{3-chloro-7-methyl-7H-imidazo[4,5-c]pyridazin-6-yl}-5-(ethylsulfanyl)pyridin-3-yl)phenyl]cyclopropane-1-carbonitrile ClC1=CC2=C(N=N1)N(C(=N2)C2=C(C=C(C=N2)C2=CC=C(C=C2)C2(CC2)C#N)SCC)C